FC1=CC=C(C=C1)C#CC(=O)C1=C(C=CC=C1)C#CC1=CC=CC=C1 3-(4-fluorophenyl)-1-(2-(phenylethynyl)phenyl)prop-2-yn-1-one